ClC=1C=C(C=CC1)[C@@H]1[C@H](C1)C(=O)NC1=NC=CC(=C1)NCC=1N=C2N(C=C(C=C2CCC#N)C2CC2)C1 |r| rac-(1S*,2S*)-2-(3-chlorophenyl)-N-(4-(((8-(2-cyanoethyl)-6-cyclopropylimidazo[1,2-a]pyridin-2-yl)methyl)amino)pyridin-2-yl)cyclopropane-1-carboxamide